CN1CCC(CC1)NC1=C2C(=NC=C1)C(=C(S2)C#CC)CC(F)(F)F 3-(7-((1-methylpiperidin-4-yl)amino)-3-(2,2,2-trifluoroethyl)thieno[3,2-b]pyridin-2-yl)prop-2-yn